1-[4-(2-ethylphenylsulfanyl)phenyl]-octane-1-one C(C)C1=C(C=CC=C1)SC1=CC=C(C=C1)C(CCCCCCC)=O